OCC(CO)(CO)NCCCS(=O)(=O)O 3-[[tris(hydroxymethyl)methyl]amino]-1-propanesulfonic acid